5-(2-chloroethyl)-4-methyl-N-(pyridin-2-yl)thiazol-2-amine ClCCC1=C(N=C(S1)NC1=NC=CC=C1)C